2-isopropyl-3-oxosuccinate C(C)(C)C(C(=O)[O-])C(C(=O)[O-])=O